O=C1N(C(C2=CC=CC=C12)=O)N(C(SCC)=O)CC(C)C S-ethyl (1,3-dioxoisoindolin-2-yl)(isobutyl)carbamothioate